FC1=CC=C(CN(C)CC2=CC(=NC=C2)C=2C=C3CN(C(C3=CC2)=O)C2C(NC(CC2)=O)=O)C=C1 3-(5-(4-(((4-fluorobenzyl)(methyl)amino)methyl)pyridin-2-yl)-1-oxoisoindolin-2-yl)piperidine-2,6-dione